CCCCC/C=C\C/C=C\C/C=C\C/C=C\CCCCCC(=O)O[C@H](COC(=O)CCCCCCC/C=C\C/C=C\C/C=C\CC)COP(=O)(O)OC[C@H](CO)O 1-(9Z,12Z,15Z-octadecatrienoyl)-2-(7Z,10Z,13Z,16Z-docosatetraenoyl)-glycero-3-phospho-(1'-sn-glycerol)